C(C)(C)OC=1C=CC(=NC1)O[C@@H]1C[C@@H](N(C[C@@H]1C)C(=O)OC(C)(C)C)C |&1:11| (±)-cis-tert-butyl (2S,5S)-4-((5-isopropoxypyridin-2-yl)oxy)-2,5-dimethylpiperidine-1-carboxylate